N(=NC(C#N)CCCC(C)C)C(C#N)CCCC(C)C azodiisooctanenitrile